oxetan-3-yl trans-N-[4-[5-[2-(tert-butylsulfamoyl)-4-isopentyloxy-phenyl]thiazol-2-yl]cyclohexyl]carbamate C(C)(C)(C)NS(=O)(=O)C1=C(C=CC(=C1)OCCC(C)C)C1=CN=C(S1)[C@@H]1CC[C@H](CC1)NC(OC1COC1)=O